ethyl 3-[4-(3-{4-chloro-3-ethyl-1H-pyrrolo[2,3-b]pyridin-3-yl}phenyl)-3-oxopiperazin-1-yl]propanoate ClC1=C2C(=NC=C1)NCC2(CC)C=2C=C(C=CC2)N2C(CN(CC2)CCC(=O)OCC)=O